C(C1=CC=CC=C1)OC1=CC(=C(C(=O)N2[C@@H](C[C@H](C2)C(F)(F)F)C(=O)OC)C=C1OC)[N+](=O)[O-] methyl (2S,4R)-1-(4-(benzyloxy)-5-methoxy-2-nitrobenzoyl)-4-(trifluoromethyl)pyrrolidine-2-carboxylate